C(C)(C)(C)OC(=O)N1C[C@@H](N(CC1)CCCCN1CCN(CC1)C=1C=C2C(N(C(C2=CC1)=O)C1C(NC(CC1)=O)=O)=O)C (3S)-4-[4-[4-[2-(2,6-dioxo-3-piperidinyl)-1,3-dioxo-isoindolin-5-yl]piperazin-1-yl]butyl]-3-methyl-piperazine-1-carboxylic acid tert-butyl ester